CC1=C(C=CC(=N1)NC1=CNC=C1)C1=NN2C(C=CC=C2)=N1 (3S)-3-{[6-methyl-5-([1,2,4]triazolo[1,5-a]pyridin-2-yl)pyridin-2-yl]amino}pyrrol